NC1=NC=2N=C(C(=CC2C2=C1C=NN2C)C(=O)N(C)[C@@H]2COC1=C2C=C(C(=C1)Cl)Cl)C 4-amino-N-((3S)-5,6-dichloro-2,3-dihydro-1-benzofuran-3-yl)-N,1,7-trimethyl-1H-pyrazolo[4,3-c][1,8]naphthyridine-8-carboxamide